4-chlorobenzyl (4-((1-cyclobutyl-1H-pyrazole-5-carboxamido)meth-yl)phenyl)carbamate C1(CCC1)N1N=CC=C1C(=O)NCC1=CC=C(C=C1)NC(OCC1=CC=C(C=C1)Cl)=O